C1=C2C=C3C(=CC=C4C=5C=CC=CC5C=C34)C2=CC=C1 cis-Indenofluorene